10,13-dioxo-octadecenoic acid O=C(CCCCCCC=CC(=O)O)CCC(CCCCC)=O